2-(7-((3-(2,6-dioxopiperidin-3-yl)benzyl)amino)-1-oxoisoindolin-2-yl)-2-(5-fluoro-2-hydroxyphenyl)-N-(thiazol-2-yl)acetamide O=C1NC(CCC1C=1C=C(CNC=2C=CC=C3CN(C(C23)=O)C(C(=O)NC=2SC=CN2)C2=C(C=CC(=C2)F)O)C=CC1)=O